tert-butyl-((2-(4,8-dimethylnonan-3,7-dien-1-yl)-2,5,7,8-tetramethylchroman-6-yl)oxy)dimethylsilane C(C)(C)(C)[Si](C)(C)OC=1C(=C2CCC(OC2=C(C1C)C)(C)CCC=C(CCC=C(C)C)C)C